F[C@H]1C[C@H](N(C1)C(CN1CCC(CC1)OC1=CC=NC2=CC(=CC=C12)C)=O)C#N (2S,4S)-4-fluoro-1-[2-[4-[(7-methyl-4-quinolyl)oxy]-1-piperidyl]acetyl]pyrrolidine-2-carbonitrile